4-Phenyl-1-(1-phenylbutyl)piperidin-4-ol C1(=CC=CC=C1)C1(CCN(CC1)C(CCC)C1=CC=CC=C1)O